(1R,3S)-3-(1-(tert-butyl)-5-((3-methoxy-1,2,4-triazin-5-yl)amino)-1H-pyrazol-3-yl)cyclopentyl(4-nitrophenyl) carbonate C(OC1=C(C=C(C=C1)[N+](=O)[O-])[C@H]1C[C@H](CC1)C1=NN(C(=C1)NC=1N=C(N=NC1)OC)C(C)(C)C)([O-])=O